C(C)(=O)SC1=C(OC=C1)C 3-Acetylthio-2-methylfuran